(2S,4r)-1-[(2S)-2-(4-cyclopropyl-triazol-1-yl)-3,3-dimethyl-butyryl]-N-[(1r,3S)-2,2-dimethyl-3-phenoxy-cyclobutyl]-4-hydroxy-pyrrolidine-2-carboxamide C1(CC1)C=1N=NN(C1)[C@H](C(=O)N1[C@@H](C[C@H](C1)O)C(=O)N[C@H]1C([C@H](C1)OC1=CC=CC=C1)(C)C)C(C)(C)C